BrC1=CC=C(C=C1)C1(NC(C2=CC=CC=C12)=O)O 3-(4-bromophenyl)-3-hydroxyisoindoline-1-one